CC1(CC1)N1CCC(CC1)NC(OC(C)(C)C)=O tert-butyl (1-(1-methylcyclopropyl)piperidin-4-yl)carbamate